3-({[(4R)-7-(2-chloro-5-fluorophenyl)-3,4-dihydro-2H-1-benzopyran-4-yl]methyl}amino)pyridine-4-carboxylic acid methyl ester COC(=O)C1=C(C=NC=C1)NC[C@@H]1CCOC2=C1C=CC(=C2)C2=C(C=CC(=C2)F)Cl